[Pb](I)I.OCC[NH3+] (2-Hydroxyethyl)ammonium lead Iodide